C(C)(C)(C)OC(N(CC1=CC(=CC=C1)[N+](=O)[O-])CCCCOC1=CC(=C(C=C1)C)C1=NC(=NC=C1Cl)Cl)=O (4-(3-(2,5-dichloropyrimidin-4-yl)-4-methylphenoxy)butyl)(3-nitrobenzyl)carbamic acid tert-butyl ester